CC1=CC(=NN1C1=CC=C(C=C1)CC1=CC=C(C=C1)C1=CC=C(C=C1)CN1CCN(CC1)C)C(=O)N 5-methyl-1-(4-((4'-((4-methylpiperazin-1-yl)methyl)-[1,1'-biphenyl]-4-yl)methyl)phenyl)-1H-pyrazole-3-carboxamide